[3-(tetradecyloxy)-2-hydroxypropyl]bis(2-hydroxyethyl)methyl-ammonium methyl-sulfate COS(=O)(=O)[O-].C(CCCCCCCCCCCCC)OCC(C[N+](C)(CCO)CCO)O